2-([1-[2-(Azetidin-1-yl)phenyl]-5-(3-cyclopropoxyphenyl)-1H-pyrazol-3-yl]-methoxy)-2-methylpropanoic acid N1(CCC1)C1=C(C=CC=C1)N1N=C(C=C1C1=CC(=CC=C1)OC1CC1)COC(C(=O)O)(C)C